2,6-difluoro-4-[2-(hydroxymethyl)piperazin-1-yl]-N-[4-[1-(4-methoxyphenyl)-1-methyl-prop-2-ynyl]thiazol-2-yl]benzamide FC1=C(C(=O)NC=2SC=C(N2)C(C#C)(C)C2=CC=C(C=C2)OC)C(=CC(=C1)N1C(CNCC1)CO)F